C(C)OC1=C(C(=O)C2NCC23CC(C3)C(=O)N(C3=C(C=CC=C3)C)C)C=CC(=C1)F (2-ethoxy-4-fluorobenzoyl)-N-methyl-N-(o-tolyl)-2-azaspiro[3.3]heptane-6-carboxamide